COC(C(C(=O)OC)(C1CCCC1)C(C)C(CC)=O)=O (3-oxo-2-pentyl)cyclopentyl-malonic acid dimethyl ester